C(CCCCCCCCCC)(=O)N[C@@H](CC1=CC=CC=C1)C(=O)O N-n-undecanoyl-phenylalanine